(Z)-N'-Hydroxy-4-(2,2,2-trifluoro-1-((trimethylsilyl)oxy)ethyl)benzimidamide O\N=C(\C1=CC=C(C=C1)C(C(F)(F)F)O[Si](C)(C)C)/N